5-bromo-6-fluoro-1-methyl-pyrrolo[2,3-b]pyridine BrC=1C=C2C(=NC1F)N(C=C2)C